CC=1SC(=CC1C(=O)NC1=NC(=NS1)CCl)C1=CC(=CC=C1)OC 2-methyl-5-(3-methoxyphenyl)-N-(3-(chloromethyl)-1,2,4-thiadiazol-5-yl)thiophene-3-carboxamide